The molecule is an oligosaccharide derivative that is a tridecasaccharide derivative, the oligosaccharide portion of the Proteus penneri strain 8 (O67) lipopolysaccharide (LPS) core region. CC(=O)N[C@@H]1[C@H]([C@H]([C@H](O[C@@H]1O[C@H]2[C@H]([C@@H]([C@H](O[C@@H]2OC[C@@H]3[C@H]([C@@H]([C@H]([C@H](O3)O[C@@H]4[C@@H]([C@H]([C@H](O[C@@H]4C(=O)O)O[C@H]5[C@@H]([C@H](O[C@@H]([C@H]5O)O[C@@H]6[C@@H]([C@H](O[C@@H]([C@H]6O[C@H]7[C@@H]([C@H]([C@@H]([C@H](O7)CO)O)O)O)[C@H](CO)O)O[C@@H]8[C@@H](C[C@@](O[C@@H]8[C@@H](CO[C@@H]9[C@@H]([C@H]([C@H](CO9)N)O)O)O)(C(=O)O)O)O[C@@]1(C[C@H]([C@H]([C@H](O1)[C@@H](CO)O)O)O)C(=O)O)O)[C@H](CO[C@@H]1[C@H]([C@H]([C@@H]([C@H](O1)[C@H](CO)O)O)O)O)OP(=O)(O)OCCN)O)O[C@@H]1[C@H]([C@H]([C@@H]([C@H](O1)[C@@H](CO)O)O)O)O[C@@H]1[C@H]([C@H]([C@@H]([C@H](O1)[C@H](CO)O)O)O)O)O)NC(=O)CN)O)O)[C@@H](CO)O)O)O)CO)O)O